ClC1=CC=C(C(=C1O)F)N1N=C(C2=CC(=C(C=C12)F)N1C2(CC2)CN(CC1)S(=O)(=O)C)C 6-Chloro-2-fluoro-3-(6-fluoro-3-methyl-5-(7-(methylsulfonyl)-4,7-diazaspiro[2.5]octan-4-yl)-1H-indazol-1-yl)phenol